C(=O)([O-])C(O)C(O)C(=O)O.C(=O)(O)C(O)C(O)C(=O)O.[K+] potassium tartrate (tartrate)